FC(C1=NN=C(O1)C=1C=CC(=NC1)CN1C(N(C2=C1C=C(C(=C2)C=2C=NC=CC2)F)CCN(C)C)=O)F 1-((5-(5-(difluoromethyl)-1,3,4-oxadiazol-2-yl)pyridin-2-yl)methyl)-3-(2-(dimethylamino)ethyl)-6-fluoro-5-(pyridin-3-yl)-1,3-dihydro-2H-benzo[d]imidazol-2-one